BrC=1C(=C(CN(C1)C)F)C 5-bromo-3-fluoro-1,4-dimethylpyridin